4-butylpropyl carbonate C(OC(CC)CCCC)([O-])=O